C(=C)OCCOCCOC(C=C)=O (2-vinyloxyethoxy)ethylacrylate